CS(=O)(=O)C=1NC=CC1 methylsulfonylpyrrole